bis(ethylcyclopentadienyl)(diethyl-acetamido)yttrium C(C)C1(C=CC=C1)[Y](NC(C(CC)CC)=O)C1(C=CC=C1)CC